(2R,3R)-N,N-bis(4-methoxybenzyl)-3-methyl-1-((2r)-tetrahydro-2-furanyl)-5-hexene-2-sulfonamide COC1=CC=C(CN(S(=O)(=O)[C@H](C[C@@H]2OCCC2)[C@@H](CC=C)C)CC2=CC=C(C=C2)OC)C=C1